6-[(3aS,6aS)-1-methyl-2,3,3a,4,6,6a-hexahydropyrrolo[3,4-b]pyrrol-5-yl]-N-(8-fluoro-2-methyl-imidazo[1,2-a]pyridin-6-yl)thieno[2,3-b]pyridine-2-carboxamide CN1[C@H]2[C@@H](CC1)CN(C2)C2=CC=C1C(=N2)SC(=C1)C(=O)NC=1C=C(C=2N(C1)C=C(N2)C)F